tert-butyl 2-(3-hydroxyoxetan-3-yl)-4-methyl-3',6'-dihydro-[3,4'-bipyridine]-1'(2'H)-carboxylate OC1(COC1)C1=NC=CC(=C1C=1CCN(CC1)C(=O)OC(C)(C)C)C